ClC1=C(CNC(=O)C2C=3C=CC=NC3C(CC2)O)C(=CC(=C1)Cl)C N-(2,4-dichloro-6-methylbenzyl)-8-hydroxy-5,6,7,8-tetrahydroquinoline-5-carboxamide